C(CCCCCCCCCCCCC)N1C=NC2=C1C=CC=C2 1-tetradecylbenzimidazole